2,3-dichlorophenyl-sulfonyl chloride ClC1=C(C=CC=C1Cl)S(=O)(=O)Cl